4-(2-chloro-4-benzoylthiophenyl)phenyldiphenylsulfonium hexafluorophosphate F[P-](F)(F)(F)(F)F.ClC1=C(C=CC(=C1)SC(C1=CC=CC=C1)=O)C1=CC=C(C=C1)[S+](C1=CC=CC=C1)C1=CC=CC=C1